(R,E)-N-(4-((4-(benzo[d][1,3]dioxol-5-yloxy)-2-methoxy-5-methylphenyl)amino)-7-methoxy-quinazolin-6-yl)-2-fluoro-3-(1-methylpyrrolidin-2-yl)acrylamide O1COC2=C1C=CC(=C2)OC2=CC(=C(C=C2C)NC2=NC=NC1=CC(=C(C=C21)NC(/C(=C\[C@@H]2N(CCC2)C)/F)=O)OC)OC